ClC=1C(=NC(=NC1)NC=1C=C2C(=NNC2=CC1)C1=CC=C(C=C1)O)NC1=C(C=CC=C1)P(C)(C)=O (2-((5-Chloro-2-((3-(4-hydroxyphenyl)-1H-indazol-5-yl)amino)pyrimidin-4-yl)amino)phenyl)dimethylphosphine oxide